7-HYDROXY-3-QUINOLINECARBOXALDEHYDE OC1=CC=C2C=C(C=NC2=C1)C=O